1-(methyl-d3)-1H-pyrazole-5-carboxylic acid C(N1N=CC=C1C(=O)O)([2H])([2H])[2H]